(5RS,6RS)-2-[(5-Chloro-3-fluoropyridin-2-yl)methyl]-5-{[(3S)-3-fluoropyrrolidin-1-yl]carbonyl}-6-(trifluoromethyl)-5,6,7,8-tetrahydro[1,2,4]triazolo[4,3-a]pyridin-3(2H)-one ClC=1C=C(C(=NC1)CN1N=C2N([C@H]([C@@H](CC2)C(F)(F)F)C(=O)N2C[C@H](CC2)F)C1=O)F |&1:12,13|